4-(((R)-3-(2-(((2R,6S)-2,6-dimethylpiperidin-1-yl)methyl)acrylamido)piperidin-1-yl)methyl)-N-(4-(4-morpholino-7H-pyrrolo[2,3-d]pyrimidin-6-yl)phenyl)picolinamide C[C@H]1N([C@H](CCC1)C)CC(C(=O)N[C@H]1CN(CCC1)CC1=CC(=NC=C1)C(=O)NC1=CC=C(C=C1)C1=CC2=C(N=CN=C2N2CCOCC2)N1)=C